dimethylethyl-(ethoxyethoxyethyl)ammonium C[N+](CCOCCOCC)(CC)C